C(C)N(C(=O)S(=O)C)C N-ethyl-N-methyl-1-(methylsulfinyl)methanamide